[2-[5-(5-amino-4,5,6,7-tetrahydroindazol-2-yl)-7-methoxy-1-methyl-benzimidazol-2-yl]-1,9-diazatricyclo[6.3.1.04,12]dodeca-2,4(12),5,7-tetraen-9-yl]propan-1-ol NC1CC2=CN(N=C2CC1)C1=CC2=C(N(C(=N2)C=2N3CCN(C4=CC=CC(C2)=C34)C(CC)O)C)C(=C1)OC